1-(2-(2-(2-Azidoethoxy)ethoxy)ethyl)piperazine N(=[N+]=[N-])CCOCCOCCN1CCNCC1